(S,E)-(2-(Hydroxymethyl)-4-(methoxyimino)pyrrolidin-1-yl)(4-(1-methyl-1H-indazol-7-yl)phenyl)methanone OC[C@H]1N(C/C(/C1)=N/OC)C(=O)C1=CC=C(C=C1)C=1C=CC=C2C=NN(C12)C